2-Amino-6-(cyclopropylmethyl)-7-oxo-4,5,6,7-tetrahydrobenzo[b]thiophene-3,6-dicarboxamide NC1=C(C2=C(S1)C(C(CC2)(C(=O)N)CC2CC2)=O)C(=O)N